The molecule is a purine ribonucleoside 5'-triphosphate that is ATP in which position 2 on the adenine moiety is substituted by a hydroxy group. It derives from an ATP. C1=NC2=C(NC(=O)N=C2N1[C@H]3[C@@H]([C@@H]([C@H](O3)COP(=O)(O)OP(=O)(O)OP(=O)(O)O)O)O)N